IC1=NN(C=C1CN(CCN(C(OC(C)(C)C)=O)C)C)C1OCCCC1 tert-butyl N-[2-([[3-iodo-1-(oxan-2-yl)-1H-pyrazol-4-yl]methyl] (methyl) amino) ethyl]-N-methylcarbamate